C(=N)[NH-].[I+] iodine formamidine salt